1-(2-((6,7-dimethoxyisoquinolin-1-yl)methyl)-4,5-dimethoxyphenyl)ethan-1-one COC=1C=C2C=CN=C(C2=CC1OC)CC1=C(C=C(C(=C1)OC)OC)C(C)=O